N-(6-methoxy-2-methylpyridin-3-yl)-2-((4-methylthiazol-5-yl)amino)-5-(trifluoromethyl)benzamide COC1=CC=C(C(=N1)C)NC(C1=C(C=CC(=C1)C(F)(F)F)NC1=C(N=CS1)C)=O